(S)-2-amino-3-(((hexadecyloxy)carbonyl)amino)propionic acid N[C@H](C(=O)O)CNC(=O)OCCCCCCCCCCCCCCCC